5-bromo-2-chloro-3-Ethyl-1H-pyrrolo[2,3-b]pyridine BrC=1C=C2C(=NC1)NC(=C2CC)Cl